N1=CC(=CC=C1)C1C(C(C1C=1C=NC=CC1)C=1C=NC=CC1)C=1C=NC=CC1 1,2,3,4-tetrakis(3-pyridyl)cyclobutane